NC1=C2C(=NC=N1)N(N=C2C2=CC=C(C=C2)OC2=CC=CC=C2)C2CCN(CC2)CC2=CC(=CN=N2)C2C(NC(CC2)=O)=O 3-(6-((4-(4-amino-3-(4-phenoxyphenyl)-1H-pyrazolo[3,4-d]pyrimidin-1-yl)piperidin-1-yl)methyl)pyridazin-4-yl)piperidine-2,6-dione